thorium oxalate C(C(=O)[O-])(=O)[O-].[Th+4].C(C(=O)[O-])(=O)[O-]